S(=O)(=O)(C)CS(=O)(=O)Cl mesyl-(methanesulfonyl) chloride